17,20-dioxo-4,7,10,13-tetraoxa-16-azaicosan O=C(NCCOCCOCCOCCOCCC)CCC=O